BrC1=CC=C(C=N1)C1=NOC(=N1)CBr 3-(6-Bromopyridin-3-yl)-5-(bromomethyl)-1,2,4-oxadiazole